FC(C1=C(C=CC(=N1)NC(N(CC1=NNC(=C1)C(F)(F)F)C=1C=NC(=NC1)OC)=O)F)F (6-(Difluoromethyl)-5-fluoropyridin-2-yl)-1-(2-methoxypyrimidin-5-yl)-1-((5-(trifluoromethyl)-1H-pyrazol-3-yl)methyl)urea